FC(C1=C(OC[C@](CC(C)C)(N)C)C=CC(=C1)C1=CC(=NC=C1)C)F (S)-1-(2-(difluoromethyl)-4-(2-methylpyridin-4-yl)phenoxy)-2,4-dimethylpentan-2-amine